propyl-1H-benzo[d]imidazol C(CC)N1C=NC2=C1C=CC=C2